N-isopropyl-octadecylamine C(C)(C)NCCCCCCCCCCCCCCCCCC